fluorine beryllium thallium [Tl].[Be].[F]